ClC1=C(C=CC=C1OC)C1=NNC2=NC(=CN=C21)N2CCC(CC2)(C)CN (1-(3-(2-chloro-3-methoxyphenyl)-1H-pyrazolo[3,4-b]pyrazin-6-yl)-4-methylpiperidin-4-yl)methanamine